CC1=NC2=CC=C(C=C2C(N1COCC[Si](C)(C)C)=O)S(=O)(=O)Cl 2-methyl-4-oxo-3-((2-(trimethylsilyl)ethoxy)methyl)-3,4-dihydroquinazoline-6-sulfonyl chloride